C=CC=CC=CCC 1,3,5-Octatriene